C(C)N1N(C2=NC(=NC=C2C1=O)NC1=CC=C2CCN(CC2=C1)C(=O)OC(C)(C)C)C1=NC(=CC=C1)OC tert-Butyl 7-((2-ethyl-1-(6-methoxypyridin-2-yl)-3-oxo-2,3-dihydro-1H-pyrazolo[3,4-d]pyrimidin-6-yl)amino)-3,4-dihydroisoquinoline-2(1H)-carboxylate